(S)-3-(2-((1-((benzyloxy)carbonyl)piperidin-4-yl)methoxy)-pyridin-4-yl)-3-cyclopropylpropanoic acid C(C1=CC=CC=C1)OC(=O)N1CCC(CC1)COC1=NC=CC(=C1)[C@@H](CC(=O)O)C1CC1